2-(3,7-dimethylocta-2,6-dien-1-yl)-5-phenyl-4-(1H-tetrazol-5-yl)benzene-1,3-diol CC(=CCC1=C(C=C(C(=C1O)C1=NN=NN1)C1=CC=CC=C1)O)CCC=C(C)C